sodium di(lauramidoglutamine) C(CCCCCCCCCCC)(=O)NN[C@@H](CCC(N)=O)C(=O)O.C(CCCCCCCCCCC)(=O)NN[C@@H](CCC(N)=O)C(=O)O.[Na]